CN1C=C(C=CC1=O)C1=NSC(=C1C(F)(F)F)C(=O)OC METHYL 3-(1-METHYL-6-OXO-1,6-DIHYDRO-PYRIDIN-3-YL)-4-(TRIFLUOROMETHYL)ISOTHIAZOLE-5-CARBOXYLATE